1-((3aR,5s,6aS)-5-((5-(quinoxalin-6-yl)-7H-pyrrolo[2,3-d]pyrimidin-2-yl)amino)hexahydrocyclopenta[c]pyrrol-2(1H)-yl)ethan-1-one N1=CC=NC2=CC(=CC=C12)C1=CNC=2N=C(N=CC21)NC2C[C@@H]1[C@@H](CN(C1)C(C)=O)C2